4-Phenylbutyryl-L-leucine C1(=CC=CC=C1)CCCC(=O)N[C@@H](CC(C)C)C(=O)O